(R)-9-((4-((7-methoxy-2-methyl-4-((1-(3-nitro-5-(trifluoromethyl)phenyl)ethyl)Amino)quinazolin-6-yl)oxy)piperidin-1-yl)methyl)-3-azaspiro[5.5]undecan-3-carboxylic acid tert-butyl ester C(C)(C)(C)OC(=O)N1CCC2(CC1)CCC(CC2)CN2CCC(CC2)OC=2C=C1C(=NC(=NC1=CC2OC)C)N[C@H](C)C2=CC(=CC(=C2)C(F)(F)F)[N+](=O)[O-]